4'-((tertbutoxycarbonyl)amino)-[1,1'-biphenyl]-3-carboxylic acid C(C)(C)(C)OC(=O)NC1=CC=C(C=C1)C1=CC(=CC=C1)C(=O)O